benzyl (S)-(3-(1-(3-carbamoyl-6-(3-(2-(dispiro[2.0.24.13]heptan-7-yl)ethoxy)-1H-pyrazol-1-yl)pyridin-2-yl)-5,5-dimethylpyrrolidin-3-yl)propyl)carbamate C(N)(=O)C=1C(=NC(=CC1)N1N=C(C=C1)OCCC1C2(C13CC3)CC2)N2C[C@H](CC2(C)C)CCCNC(OCC2=CC=CC=C2)=O